4-Chloro-N-((4R,5S,7R,8R,9S,10R)-8,10-dihydroxy-7-(hydroxymethyl)-9-(4-(3,4,5-trifluorophenyl)-1H-1,2,3-triazol-1-yl)-1,6-dioxaspiro[4.5]decan-4-yl)-1H-indole-3-carboxamide ClC1=C2C(=CNC2=CC=C1)C(=O)N[C@@H]1CCO[C@]12O[C@@H]([C@@H]([C@@H]([C@H]2O)N2N=NC(=C2)C2=CC(=C(C(=C2)F)F)F)O)CO